3-[4-(hydroxymethyl)phenyl]-1-oxa-3,8-diazaspiro[4.5]Decan-2-one OCC1=CC=C(C=C1)N1C(OC2(C1)CCNCC2)=O